FC=1C=C(C=C(C1)C(F)(F)F)N 3-fluoro-5-trifluoromethyl-phenylamine